3-(1,3-dioxoisoindolin-2-yl)-6-methoxypyridin-aldehyde O=C1N(C(C2=CC=CC=C12)=O)C=1C(=NC(=CC1)OC)C=O